hexadecyl-1-nonanol C(CCCCCCCCCCCCCCC)C(CCCCCCCC)O